C(C)(C)[Si](C(C)C)(C(C)C)CCC1=CC=C(C=N1)O 6-((trisisopropylsilyl)ethyl)pyridine-3-ol